C1(=CC=CC=C1)C=1OC2=C(C(C1CC1=CC=CC=C1)=O)C(=CC=C2)CC2=CC=CC=C2 2-Phenyl-Di-Benzyl-Benzopyran-4-One